N,N-dimethylthiophene-2-amine CN(C=1SC=CC1)C